9-ethynyl-6,6-dimethyl-8-(4-morpholinylpiperidin-1-yl)-11-oxo-6,11-dihydro-5H-benzo[b]carbazole-3-carbonitrile C(#C)C1=CC2=C(C(C=3NC4=CC(=CC=C4C3C2=O)C#N)(C)C)C=C1N1CCC(CC1)N1CCOCC1